(2'S)-tert-butyl 2-chloro-2'-methyl-spiro[4,5-dihydrothieno[2,3-C]pyran-7,4'-piperidine]-1'-carboxylate ClC1=CC2=C(S1)C1(C[C@@H](N(CC1)C(=O)OC(C)(C)C)C)OCC2